z-amino-4,6-dichloro-2-methyl-pyridine-3-carboxylic acid ethyl ester C(C)OC(=O)C=1C(=NC(=C(C1Cl)N)Cl)C